C12(CC3CC(CC(C1)C3)C2)N(C(=O)C2=CC=C(N=N2)N2CCN(CC2)C(=O)O)C 4-[6-(1-adamantyl-methyl-carbamoyl)pyridazin-3-yl]Piperazine-1-carboxylic acid